FC(C(=O)O)(F)F.ClC1=CC=C(C=C1)S(=O)(=O)N1CC(=CCC1)C1=CC(=NC=C1)C=1NC(=C(N1)C)C 4-(1-(4-Chlorophenylsulfonyl)-1,2,5,6-tetrahydropyridin-3-yl)-2-(4,5-dimethyl-1H-imidazol-2-yl)pyridine trifluoroacetate salt